2-fluoro-2-methylpropane FC(C)(C)C